5-chloro-7-(1-ethylcyclobutyl)-2-{[(3S,4R)-3-hydroxypiperidin-4-yl]amino}pyrrolo[2,1-f][1,2,4]triazine-6-carbonitrile ClC=1C(=C(N2N=C(N=CC21)N[C@H]2[C@H](CNCC2)O)C2(CCC2)CC)C#N